zirconium bisphenolate C1(=CC=CC=C1)[O-].C1(=CC=CC=C1)[O-].[Zr+2]